OC1=CC=C(C=C1)N1C(N(C(CC1)=O)CC1=CC=C(C=C1)OC)=O (4-hydroxyphenyl)-3-(4-methoxybenzyl)dihydropyrimidine-2,4(1H,3H)-dione